(1H-indol-3-yl)-5-(4-methoxyphenyl)isoindoline-2-carboxamide trans-ethyl-2-[(6-Bromo-3-nitro-2-pyridyl)-[4-[N-(cyclopropylmethyl)anilino]-cyclohexyl]amino]acetate C(C)OC(CN([C@@H]1CC[C@H](CC1)N(C1=CC=CC=C1)CC1CC1)C1=NC(=CC=C1[N+](=O)[O-])Br)=O.N1C=C(C2=CC=CC=C12)C1N(CC2=CC(=CC=C12)C1=CC=C(C=C1)OC)C(=O)N